CC=1C=C(C=C(C1)[N+](=O)[O-])N1C(C=CC2=CN=C3C(=C12)C=CC(=C3)C3=CC=C(C=C3)NS(=O)(=O)C)=O N-(4-(1-(3-Methyl-5-nitrophenyl)-2-oxo-1,2-dihydrobenzo[h][1,6]naphthyridin-8-yl)phenyl)methanesulfonamide